N-(1,1-dimethylsilepan-4-yl)-4,6-difluoro-1H-indole-2-carboxamide C[Si]1(CCC(CCC1)NC(=O)C=1NC2=CC(=CC(=C2C1)F)F)C